(R)-N-((S)-1-(5-((8-chloroimidazo[1,2-a]pyridin-7-yl)thio)imidazo[1,5-a]pyrazin-8-yl)-4'H,6'H-spiro[piperidine-4,5'-pyrrolo[1,2-b]pyrazol]-4'-yl)-2-methylpropane-2-sulfinamide ClC=1C=2N(C=CC1SC1=CN=C(C=3N1C=NC3)N3CCC1([C@@H](C=4N(N=CC4)C1)N[S@](=O)C(C)(C)C)CC3)C=CN2